5-((1-(4-chloro-2-(trifluoromethyl)benzyl)-4-hydroxypiperidin-4-yl)methyl)-1-(4-fluorophenyl)-1,5-dihydro-4H-pyrazolo[3,4-d]pyrimidin-4-one ClC1=CC(=C(CN2CCC(CC2)(O)CN2C=NC3=C(C2=O)C=NN3C3=CC=C(C=C3)F)C=C1)C(F)(F)F